FC1=CC=C(C=C1)N(C(=O)[C@H]1N([C@@H]2CC[C@H]1C2)C2=NC(=CC(=C2)C(F)(F)F)C)C (1R,3S,4S)-N-(4-fluorophenyl)-N-methyl-2-(6-methyl-4-(trifluoromethyl)pyridin-2-yl)-2-azabicyclo[2.2.1]heptane-3-carboxamide